1-tetrahydropyran-2-yl-indazole-3-carbonitrile O1C(CCCC1)N1N=C(C2=CC=CC=C12)C#N